C(C(=C)C)(=O)OC(C)C(C(CC)C)C 3,4,5-trimethyl-2-pentyl methacrylate